ClC=1C(=CC2=C(N(CN=C2NC2CN(C2)S(=O)(=O)C2=C(C(=C(C(=C2C(F)(F)F)F)F)F)F)C=2C(=NC=CC2C)C(C)C)N1)F 7-chloro-6-fluoro-1-(2-isopropyl-4-methylpyridin-3-yl)-4-((1-((2,3,4,5-tetrafluoro-6-(trifluoromethyl)phenyl)sulfonyl)azetidin-3-yl)amino)pyrido[2,3-d]pyrimidin